Ethyl 4-[6-({5-[2-cyclopropyl-6-(trifluoromethyl)pyridin-4-yl]-7-({[1-(methoxymethyl)cyclohexyl]methyl}(methyl)amino)-1H-imidazo[4,5-b]pyridin-2-yl}carbamoyl)pyridin-3-yl]butanoate C1(CC1)C1=NC(=CC(=C1)C1=CC(=C2C(=N1)N=C(N2)NC(=O)C2=CC=C(C=N2)CCCC(=O)OCC)N(C)CC2(CCCCC2)COC)C(F)(F)F